(S)-2-((S)-6-Acetamido-2-((3S,5S,7S)-adamantane-1-carboxamido)hexanamido)-6-diazo-5-oxohexanoate C(C)(=O)NCCCC[C@@H](C(=O)N[C@H](C(=O)[O-])CCC(C=[N+]=[N-])=O)NC(=O)C12CC3CC(CC(C1)C3)C2